(3S,4S)-3-(3,5-dimethoxybenzyl)-8-(4-fluorophenyl)-6-methylchroman-4-ol COC=1C=C(C[C@H]2COC3=C(C=C(C=C3[C@H]2O)C)C2=CC=C(C=C2)F)C=C(C1)OC